2-(2-Pyridinylamino)pyrimidine-4-carboxylic acid N1=C(C=CC=C1)NC1=NC=CC(=N1)C(=O)O